C1(=CC=CC2=CC=CC=C12)[C@@H](C)N (1R)-1-(naphthalen-1-yl)ethan-1-amine